[Cu].[Si].[Ni].[Cu] copper-nickel-silicon copper